Ethyl (1S,2S,3aS,10aR)-5-fluoro-2-hydroxy-1-({[(2-methyl-2-propanyl)(diphenyl)silyl]oxy}methyl)-2,3,3a,9,10,10a-hexahydro-1H-benzo[b]cyclopenta[f]oxepin-6-carboxylate FC1=C(C=CC2=C1O[C@@H]1[C@H](CC2)[C@H]([C@H](C1)O)CO[Si](C1=CC=CC=C1)(C1=CC=CC=C1)C(C)(C)C)C(=O)OCC